1,2-dihydro-2,2,4-tri-methylquinoline CC1(NC2=CC=CC=C2C(=C1)C)C